NC=1C=C(C=C(C1)C(F)(F)F)[C@@H](C)NC1=NC(=NC2=C3C(=C(C=C12)C=1CCN(CC1)C(C)=O)CCC3)C (R)-1-(4-(4-((1-(3-amino-5-(trifluoromethyl)phenyl)ethyl)amino)-2-methyl-8,9-dihydro-7H-cyclopenta[h]quinazolin-6-yl)-3,6-dihydropyridin-1(2H)-yl)ethan-1-one